(S)-N-t-butoxycarbonyl-3-(aminomethyl)pyrrolidine C(C)(C)(C)OC(=O)N1C[C@@H](CC1)CN